FC(F)(F)NC1CCCCC1 4-(trifluoromethyl)aminocyclohexane